C(C)NCCN(C)C N'-ethyl-N,N-dimethylethylenediamine